NC=1C(=NC(=C(N1)C=1OC=CN1)C=1C=CC=2N(C1)C(=CN2)C)C(=O)NC[C@H](C)O (S)-3-amino-N-(2-hydroxypropyl)-6-(3-methylimidazo[1,2-a]pyridin-6-yl)-5-(oxazol-2-yl)pyrazine-2-carboxamide